(cis)-2-amino-1-cyclopropanecarboxylic acid N[C@@H]1[C@@H](C1)C(=O)O